Methyl 6-formyl-picolinate C(=O)C1=CC=CC(=N1)C(=O)OC